FC1=C(C(=CC=C1)OC)NC1=NC=CC(=N1)C=1C=NN(C1)C1=NC(=CC=C1)N1CC2CCC(C1)N2C N-(2-Fluoro-6-methoxyphenyl)-4-[1-(6-{8-methyl-3,8-diazabicyclo[3.2.1]octan-3-yl}pyridin-2-yl)-1H-pyrazol-4-yl]pyrimidin-2-amine